C1(CCCC1)N1C(C=CC2=C1N=C(N=C2)NC2CCN(CC2)S(=O)(=O)C=2C=C(OC1CN(C1)CC=1C=C3C(N(C(C3=CC1)=O)C1C(NC(CC1)=O)=O)=O)C=CC2)=O 5-((3-(3-((4-((8-cyclopentyl-7-oxo-7,8-dihydro-pyrido[2,3-d]pyrimidin-2-yl)amino)piperidin-1-yl)sulfonyl)phenoxy)azetidin-1-yl)methyl)-2-(2,6-dioxopiperidin-3-yl)isoindoline-1,3-dione